2,5-dimethylpyrazolo[1,5-a]pyrimidine-7-carboxylic acid CC1=NN2C(N=C(C=C2C(=O)O)C)=C1